1-(3-chlorophenethyl)-2,2-dimethyl-4-((4-(methylsulfonyl)phenoxy)methyl)pyrrolidine (R)-tert-butyl-(1-formylpropyl)carbamate C(C)(C)(C)N(C(O)=O)[C@H](CC)C=O.ClC=1C=C(CCN2C(CC(C2)COC2=CC=C(C=C2)S(=O)(=O)C)(C)C)C=CC1